C(C1=CC=CC=C1)OC1=C(OC2=CC(=CC(=C2C1=O)O)OCC1=CC=CC=C1)C1=CC=CC=C1 3,7-bis(benzyloxy)-5-hydroxy-2-phenyl-4H-chromen-4-one